C(C=C)(=O)N1[C@@H]([C@H](N(CC1)S(=O)(=O)C)C1=CC(=NC(=C1)Cl)C1=CC(=NC=N1)C(=O)NC)CO 6-(4-((2R,3S)-4-acryloyl-3-(hydroxymethyl)-1-(methylsulfonyl)piperazin-2-yl)-6-chloropyridin-2-yl)-N-methylpyrimidine-4-carboxamide